tert-butyl ((1-(3-(6-cyano-4-methyl-3,4-dihydroquinolin-1(2H)-yl)-1-(tetrahydro-2H-pyran-2-yl)-1H-pyrazolo[3,4-b]pyrazin-6-yl)-4-methylpiperidin-4-yl)methyl)carbamate C(#N)C=1C=C2C(CCN(C2=CC1)C1=NN(C2=NC(=CN=C21)N2CCC(CC2)(C)CNC(OC(C)(C)C)=O)C2OCCCC2)C